2-(((S)-3-(5-chloro-2-methylphenyl)-5-(3,3-dimethylpyrrolidin-1-yl)pentyl)(methyl)amino)-2-(2-((1r,4S)-4-methoxycyclohexyl)-3-methylphenyl)acetic acid ClC=1C=CC(=C(C1)[C@H](CCN(C(C(=O)O)C1=C(C(=CC=C1)C)C1CCC(CC1)OC)C)CCN1CC(CC1)(C)C)C